1,4-divinylbutane C(=C)CCCCC=C